S(=O)(=O)(O)C1=CC=C(C)C=C1.C(CCC)N1C(N(C=C1)C)C 1-butyl-2,3-dimethyl-imidazole tosylate